5-fluoromethylornithine FCC(CC[C@H](N)C(=O)O)N